4-bromo-7-fluorobenzo[d]thiazol-2-amine hydrobromide Br.BrC1=CC=C(C2=C1N=C(S2)N)F